(R)-1-(2,4-dichlorophenyl)ethanamine ClC1=C(C=CC(=C1)Cl)[C@@H](C)N